O[C@H]1[C@@H](CCCC1)N1CN(CC2=C1N=NC(=C2C)C2=C(C=C(C=C2)C(F)(F)F)O)C 2-{8-[(1R,2R)-2-hydroxycyclohexyl]-4,6-dimethyl-5,6,7,8-tetrahydropyrimido[4,5-c]pyridazin-3-yl}-5-(trifluoromethyl)phenol